C(C1=CC=CC=C1)O[C@@H]1C(O[C@H]([C@@H]1OCC1=CC=CC=C1)COCC1=CC=CC=C1)=O (3s,4s,5s)-3,4-bis(benzyloxy)-5-((benzyloxy)methyl)dihydrofuran-2(3H)-one